C1(=CC=CC=C1)C1=C2C=CN(C2=NC=N1)[C@H]1[C@H](O)[C@H](O)[C@H](O1)CO 6-Phenyl-9-β-D-ribofuranosyl-7-deazapurine